N1=CC=C(C=C1)C=1C2=CC=C(N2)C(=C2C=CC(C(=C3C=CC(=C(C=4C=CC1N4)C4=CC=NC=C4)N3)C3=CC=NC=C3)=N2)C2=CC=NC=C2 5,10,15,20-tetra-4-pyridyl-porphyrin